C(C)(C)OC(=O)C1=CC2=C(N(C(=N2)C=2N(C3=CC(=CC=C3C2)[C@@H](C)N)CCCC=C)C)C(=C1)OC (R)-2-(6-(1-aminoethyl)-1-(pent-4-en-1-yl)-1H-indol-2-yl)-7-methoxy-1-methyl-1H-benzo[d]Imidazole-5-carboxylic acid isopropyl ester